5-[(1R)-1-(3,5-dichloro-4-pyridyl)ethoxy]-6-methoxy-3-[2-(2-methylsulfonyl-2,6-diazaspiro[3.3]heptan-6-yl)pyrimidin-5-yl]-1H-indazole ClC=1C=NC=C(C1[C@@H](C)OC=1C=C2C(=NNC2=CC1OC)C=1C=NC(=NC1)N1CC2(CN(C2)S(=O)(=O)C)C1)Cl